ClC1=C(CN(C2=NC(=CC=C12)Cl)C1=CC=CC=C1)[N+](=O)[O-] 4,7-dichloro-3-nitro-1-phenyl-1,8-naphthyridine